10-(10-bromoanthracene-9-yl)naphtho[2,1-b]benzofuran BrC1=C2C=CC=CC2=C(C2=CC=CC=C12)C=1C=CC2=C(C3=C(O2)C=CC=2C=CC=CC23)C1